tert-butyl (5-((4-fluoro-2-nitrophenyl)amino)pentyl)carbamate Potassium carbonate C([O-])([O-])=O.[K+].FC1=CC(=C(C=C1)NCCCCCNC(OC(C)(C)C)=O)[N+](=O)[O-].[K+]